di(n-pentyl) ether C(CCCC)OCCCCC